COC=1C=C(C=C(C1OC)OC)N1C=NC(=C1)NC=1C2=C(N=C(N1)C1=C(C(=O)N)C=CC=C1)SC=C2 2-(4-((1-(3,4,5-trimethoxyphenyl)-1H-imidazol-4-yl)amino)thieno[2,3-d]pyrimidin-2-yl)benzamide